2-(2,4-dimethoxybenzyl)-7-(5-(furan-2-yl)-3-(trifluoromethyl)-1H-pyrazol-1-yl)isoquinolin COC1=C(CN2CC3=CC(=CC=C3C=C2)N2N=C(C=C2C=2OC=CC2)C(F)(F)F)C=CC(=C1)OC